8-(6-Chloropyridin-2-yl)-2,3-dihydro-4H-pyrido[4,3-b][1,4]oxazine-4-carboxylic acid tert-butyl ester C(C)(C)(C)OC(=O)N1C2=C(OCC1)C(=CN=C2)C2=NC(=CC=C2)Cl